NC1=C(C=C(C=N1)NC(C(=O)N1[C@@H](CC[C@H](C1)C)C1=CC(=CC=C1)Cl)=O)C N-(6-amino-5-methyl-3-pyridyl)-2-[(2S,5R)-2-(3-chlorophenyl)-5-methyl-1-piperidyl]-2-oxo-acetamide